tert-butyl (1-(benzothiophen-5-yl)propan-2-yl)(methyl)carbamate S1C=CC2=C1C=CC(=C2)CC(C)N(C(OC(C)(C)C)=O)C